1-(6-aminopyridin-2-yl)ethanol NC1=CC=CC(=N1)C(C)O